C(=O)(O)C1=CC=C(OC=2C=C(C=C(C(=O)O)C2)C(=O)O)C=C1 5-(4-carboxyphenoxy)isophthalic acid